8-(4-fluorophenyl)-7-methoxy-2-sulfanyl-3H-pyrazolo[1,5-a][1,3,5]triazin-4-one FC1=CC=C(C=C1)C=1C(=NN2C1N=C(NC2=O)S)OC